C(C)(C)N1N=C(C=C1)C1=C(C(=O)O)C=CC(=C1)C1=NN=C(N1)C 2-(1-isopropylpyrazol-3-yl)-4-(5-methyl-4H-1,2,4-triazol-3-yl)benzoic acid